COC1=CC=C(CN2C=NC3=C2CCOC32CCC(C(C2)(C)C)=O)C=C1 1'-(4-methoxybenzyl)-5,5-dimethyl-4-oxo-6',7'-dihydro-1'H-spiro[cyclohexane-1,4'-pyrano[3,4-d]imidazol]